C(#N)C=1C=C(C=CC1OCCOC)C=1SC(=C(N1)C)C(=O)O (3-cyano-4-(2-methoxyethoxy)phenyl)-4-methylthiazole-5-carboxylic acid